N-benzhydryl-2-(4-(benzo[4,5]imidazo[1,2-a]pyrimidin-2-yl)piperazin-1-yl)acetamide C(C1=CC=CC=C1)(C1=CC=CC=C1)NC(CN1CCN(CC1)C1=NC=2N(C=C1)C1=C(N2)C=CC=C1)=O